N-(4-(3-amino-2,6-dimethylpyridine-4-ylamino)phenethyl)acetamide NC=1C(=NC(=CC1NC1=CC=C(CCNC(C)=O)C=C1)C)C